CN1CCC(CC1)C=1SC=C(N1)NC1=NC=C(C(=N1)NCCCN1C(OCCC1)=O)C(F)(F)F 3-(3-((2-((2-(1-methylpiperidin-4-yl)thiazol-4-yl)amino)-5-(trifluoromethyl)pyrimidin-4-yl)amino)propyl)-1,3-oxazinan-2-one